(4-fluorophenyl)acetic acid FC1=CC=C(C=C1)CC(=O)O